4-(4-amino-3-methyl-phenyl)-piperazine-1-carboxylic acid tert-butyl ester C(C)(C)(C)OC(=O)N1CCN(CC1)C1=CC(=C(C=C1)N)C